(S)-3-amino-3-(4-fluoro-2',6'-dimethylbiphenyl-3-yl)propionic acid ethyl ester C(C)OC(C[C@@H](C=1C=C(C=CC1F)C1=C(C=CC=C1C)C)N)=O